tert-butyl (2S)-2-(cyanomethyl)-4-((2S)-5-fluoro-2'-(methylsulfinyl)-3,4,5',8'-tetrahydro-1H,6'H-spiro[naphthalene-2,7'-quinazolin]-4'-yl)piperazine-1-carboxylate C(#N)C[C@@H]1N(CCN(C1)C1=NC(=NC=2C[C@]3(CCC12)CC1=CC=CC(=C1CC3)F)S(=O)C)C(=O)OC(C)(C)C